NCC1=NC=CC(=N1)N 2-(aminomethyl)pyrimidin-4-amine